ClC1=C(C=CC=C1)[C@@H]([C@H](C)C=1N(C(C(=C(N1)C(=O)NC=1C=NOC1)O)=O)C)C=1C=NN(C1)CC(C)(C)OC 2-((1s,2s)-1-(2-chlorophenyl)-1-(1-(2-methoxy-2-methylpropyl)-1H-pyrazol-4-yl)propan-2-yl)-5-hydroxy-N-(isoxazol-4-yl)-1-methyl-6-oxo-1,6-dihydropyrimidine-4-carboxamide